O-methoxyethyladenosine COCCO[C@H]1[C@@H](O[C@@H]([C@H]1O)CO)N1C=NC=2C(N)=NC=NC12